pentenyl-succinic anhydride C(=CCCC)C1C(=O)OC(C1)=O